6-(5-chloro-3-pyridyl)-5-[4-[(3S)-1-(3-fluoropropyl)pyrrolidin-3-yl]oxyphenyl]-8,9-dihydro-7H-benzo[7]annulen-2-ol ClC=1C=C(C=NC1)C1=C(C2=C(CCC1)C=C(C=C2)O)C2=CC=C(C=C2)O[C@@H]2CN(CC2)CCCF